CN1N=C(C=2[C@@H](C[C@@H](CC12)C)C1=CC=CC=C1)NC\C=C\S(=O)(=O)C |r| Rac-(4s,6s)-1,6-dimethyl-N-((E)-3-(methylsulfonyl)allyl)-4-phenyl-4,5,6,7-tetrahydro-1H-indazol-3-amine